COC1=CC=C(CN2C(=NC3=C(C2=O)C=[N+](C(=C3)C)[O-])C)C=C1 (4-methoxybenzyl)-2,7-dimethyl-4-oxo-3,4-dihydropyrido[4,3-d]pyrimidine 6-oxide